8-[(3R)-4-[(4-Fluorophenyl)(phenyl)methyl]-3-methylpiperazin-1-yl]-5-methyl-6-oxo-5,6-dihydro-1,5-naphthyridin-2,7-dicarbonitril FC1=CC=C(C=C1)C(N1[C@@H](CN(CC1)C1=C(C(N(C=2C=CC(=NC12)C#N)C)=O)C#N)C)C1=CC=CC=C1